O[C@@H]1CN(CC1)CC#CC1=CC2=C(OC[C@@H](C(N2C)=O)NC(C(=O)N[C@H](C)C2=CC=CC=C2)=O)C=C1 N1-((S)-7-(3-((S)-3-hydroxypyrrolidin-1-yl)prop-1-yn-1-yl)-5-methyl-4-oxo-2,3,4,5-tetrahydrobenzo[b][1,4]oxazepin-3-yl)-N2-((R)-1-phenylethyl)oxalamide